C1(CC1)N1C=C(C(C2=CC(=C(C(=C12)F)F)F)=O)C(=O)O 1-cyclopropyl-6,7,8-trifluoro-1,4-dihydro-4-oxoquinoline-3-carboxylic acid